(2S)-N-[1-(2-chlorophenyl)-2-[(3,3-difluorocyclobutyl)amino]-2-oxo-ethyl]-1-(4-cyano-2-pyridyl)-N-[3-fluoro-5-[2-(methylamino)ethylsulfamoyl]phenyl]-5-oxo-pyrrolidine-2-carboxamide ClC1=C(C=CC=C1)C(C(=O)NC1CC(C1)(F)F)N(C(=O)[C@H]1N(C(CC1)=O)C1=NC=CC(=C1)C#N)C1=CC(=CC(=C1)S(NCCNC)(=O)=O)F